C1(=CC=CC=C1)C1=NC=CC=C1.C1(=CC=CC=C1)C1=NC=CC=C1.C1(=CC=CC=C1)C1=NC=CC=C1.[Ir] iridium [tris(2-phenylpyridine)]